1,4-bis[(mesityloxy)acetyl]piperazine C1(=C(C(=CC(=C1)C)C)OCC(=O)N1CCN(CC1)C(COC1=C(C=C(C=C1C)C)C)=O)C